NCC(O)C=1C=C2C(=NC1)N(N=C2)C2=CC(=CC=C2)C2=NN=CN2 2-amino-1-[1-[3-(4H-1,2,4-triazol-3-yl)phenyl]pyrazolo[3,4-b]pyridin-5-yl]ethanol